ClC1=C(C=CC(=C1)Cl)[C@@H](C)N1N=C(C2=NC=C(N=C21)N2CC(C2)[C@@H]2CN(CCC2)CCO)C#CC(F)(F)F 2-[(3R)-3-(1-{1-[(1R)-1-(2,4-dichlorophenyl)ethyl]-3-(3,3,3-trifluoroprop-1-ynyl)pyrazolo[4,3-b]pyrazin-6-yl}azetidin-3-yl)piperidin-1-yl]ethan-1-ol